2-bromo-4-methyl-5-(2-methyl-1,3-dioxapent-2-yl)thiazole E-8-dodecenyl-acetate C(CCCCCC\C=C\CCC)CC(=O)O.BrC=1SC(=C(N1)C)C(O)(OCC)C